FC(=CC(C(F)(F)F)C(F)(F)F)F 1,1,4,4,4-pentafluoro-3-(trifluoromethyl)-1-butene